FC(C1=CC=C(C=C1)C1=NC=CC=C1)(F)F (4-trifluoromethylphenyl)pyridin